C(C)(CC)N[C@@H]1[C@H](CCCC1)CC=1C(=C2CN(C(C2=CC1)=O)C1C(NC(CC1)=O)=O)F 3-(5-(((1R,2S)-2-(sec-butylamino)cyclohexyl)methyl)-4-fluoro-1-oxoisoindolin-2-yl)piperidine-2,6-dione